[Si](C1=CC=CC=C1)(C1=CC=CC=C1)(C(C)(C)C)OC=1C=C(C=C(C1OC)OC)CO (3-((tert-butyldiphenylsilyl)oxy)-4,5-dimethoxyphenyl)methanol